N-(6-(3-(4-chlorobenzyl)ureido)spiro[3.3]hept-2-yl)pyridine-3-sulfonamide ClC1=CC=C(CNC(NC2CC3(CC(C3)NS(=O)(=O)C=3C=NC=CC3)C2)=O)C=C1